FCCCN1CC(C1)OC1=CC=C(C=C1)B1OC(C(O1)(C)C)(C)C 1-(3-fluoropropyl)-3-(4-(4,4,5,5-tetramethyl-1,3,2-dioxaborolan-2-yl)phenoxy)azetidine